trans-cyclopropane C1CC1